(1-imino-1-oxo-1,4-thiazinan-4-yl)methanone N=S1(CCN(CC1)C=O)=O